FC1(CCC1)C(=O)O 1-fluorocyclobutane-1-carboxylic acid